1-(6-methoxypyridin-3-yl)-6-methylisoquinoline-1,5-diamine COC1=CC=C(C=N1)C1(NC=CC=2C(=C(C=CC12)C)N)N